(4-amino-1-methyl-1H-pyrazolo[4,3-c][1,7]naphthyridin-8-yl)((3R,5S)-3-methyl-5-(5-(trifluoromethyl)-2-pyridinyl)-4-morpholinyl)methanone NC1=NC=2C=NC(=CC2C2=C1C=NN2C)C(=O)N2[C@@H](COC[C@@H]2C2=NC=C(C=C2)C(F)(F)F)C